tert-Butyl (1S,4S)-5-(4-((2,3-difluoro-4-(1-methylcyclobutoxy)phenyl)amino)pyrido[3,2-d]pyrimidin-6-yl)-2,5-diazabicyclo[2.2.1]heptane-2-carboxylate FC1=C(C=CC(=C1F)OC1(CCC1)C)NC=1C2=C(N=CN1)C=CC(=N2)N2[C@@H]1CN([C@H](C2)C1)C(=O)OC(C)(C)C